O1C(NC2=C1C=CC=C2)=O benzooxazolinone